BrC1=C2C[C@H]([C@@H](C2=CC=C1)NC(OC(C)(C)C)=O)O tert-butyl ((1R,2R)-4-bromo-2-hydroxy-2,3-dihydro-1H-inden-1-yl)carbamate